N-([1,1'-biphenyl]-4-yl)-2-cyclopropoxy-3,4,5,6-tetrafluoro-benzenesulfonamide C1(=CC=C(C=C1)NS(=O)(=O)C1=C(C(=C(C(=C1F)F)F)F)OC1CC1)C1=CC=CC=C1